CP(=O)(C)C1=C(C=CC=C1)C1=NC=C(C=N1)C(F)(F)F (2-(dimethylphosphoryl)phenyl)-5-(trifluoromethyl)pyrimidin